FC(C=1C=C(CNC(CCN2C=NC3=C(NC=4C=CC(=CC34)C)C2=O)=O)C=C(C1)C(F)(F)F)(F)F N-(3,5-bis(trifluoromethyl)benzyl)-3-(8-methyl-4-oxo-4,5-dihydro-3H-pyrimido[5,4-b]indol-3-yl)propanamide